COC(CC)(S(=O)(=O)O)C(C)C methoxy-1-isopropyl-1-propanesulfonic acid